3-carboxymethoxy-β-carboline C(=O)(O)COC=1N=CC=2NC3=CC=CC=C3C2C1